3-methoxy-N-(6-((S)-5-methyl-6,7-dihydro-5H-pyrrolo[2,1-c][1,2,4]triazol-3-yl)pyridin-2-yl)-1-((1R,3R,5S)-8-methyl-8-azabicyclo[3.2.1]octan-3-yl)-1H-pyrazole-4-carboxamide COC1=NN(C=C1C(=O)NC1=NC(=CC=C1)C=1N2C(=NN1)CC[C@@H]2C)C2C[C@H]1CC[C@@H](C2)N1C